2-(1-(2,6-dichloropyridin-4-yl)-3-methylcyclobutane-1-carbonyl)hydrazine-1-thiocarboamide ClC1=NC(=CC(=C1)C1(CC(C1)C)C(=O)NNC(N)=S)Cl